3-(2-(2-aminopyridin-3-yl)-3-(4-(chloromethyl)phenyl)-3H-imidazo[4,5-b]pyridin-5-yl)isonicotinonitrile NC1=NC=CC=C1C1=NC=2C(=NC(=CC2)C2=C(C#N)C=CN=C2)N1C1=CC=C(C=C1)CCl